CC(C[C@@H](C(N[C@H](C=O)C[C@H]1C(NCC1)=O)=O)NC(OC([2H])([2H])C12CCC(CC1)(CC2)CCCCC)=O)C (4-Pentylbicyclo[2.2.2]octan-1-yl)methyl-d2 ((S)-4-methyl-1-oxo-1-(((S)-1-oxo-3-((S)-2-oxopyrrolidin-3-yl)propan-2-yl)amino)pentan-2-yl)carbamate